NC(C(=O)N[C@@H](C(C)C)C(=O)N[C@H](CCC(=O)O)C(=O)O)C1=CC=C(C=C1)Cl (2-amino-2-(4-chlorophenyl)acetyl)-L-valyl-D-glutamic acid